O=C(C(=O)OCC=C(CCC=C(C)C)C)C1=CC=CC=C1 3,7-dimethylocta-2,6-dien-1-yl oxo(phenyl)acetate